Carbamic acid 2,2,2-trichloroethyl ester ClC(COC(N)=O)(Cl)Cl